C(C)(C)(C)OC(=O)N1C[C@@H]([C@H](CC1)F)NC(C1=C(C=C(C(=C1)[N+](=O)[O-])N[C@H]1[C@H](C1)C(F)F)F)=O (3S,4S)-3-(4-(((1R,2S)-2-(difluoromethyl)cyclopropyl)amino)-2-fluoro-5-nitrobenzamido)-4-fluoropiperidine-1-carboxylic acid tert-butyl ester